4-amino-1-[(2R,4S,5R)-4-[(tert-butyldimethylsilyl)oxy]-5-{[(tert-butyldimethylsilyl)oxy]methyl}-5-ethenyloxolan-2-yl]pyrimidin-2-one NC1=NC(N(C=C1)[C@@H]1O[C@]([C@H](C1)O[Si](C)(C)C(C)(C)C)(C=C)CO[Si](C)(C)C(C)(C)C)=O